N-(5-[2-[6-(trifluoromethyl)pyridin-3-yl]ethoxy]-1H-indol-3-yl)cyclobutylcarboxamide FC(C1=CC=C(C=N1)CCOC=1C=C2C(=CNC2=CC1)NC(=O)C1CCC1)(F)F